2-chloro-N-cyclopropyl-5-[1-[2,4-dimethyl-5-(1,1,2-trifluoropropoxy)pyrazol-3-yl]pyrazol-4-yl]-4-fluoro-benzamide ClC1=C(C(=O)NC2CC2)C=C(C(=C1)F)C=1C=NN(C1)C=1N(N=C(C1C)OC(C(C)F)(F)F)C